F[C@@H]1CN(C[C@@H]1F)CC1=CC(=C2CN(C(C2=C1)=O)C1=CC(=CC=C1)C1(COC1)CC1=NN=CN1C)C(F)(F)F 6-((cis-3,4-Difluoropyrrolidin-1-yl)methyl)-2-(3-(3-((4-methyl-4H-1,2,4-triazol-3-yl)methyl)oxetan-3-yl)phenyl)-4-(trifluoromethyl)isoindolin-1-one